4-(1-cyclopropyl-3-vinyl-5,6-dihydroimidazo[1,5-a]pyrazin-7(8H)-yl)-7-(2-fluoro-6-hydroxyphenyl)-1-(2-isopropyl-4-methylpyridin-3-yl)quinazolin C1(CC1)C=1N=C(N2C1CN(CC2)C2=NCN(C1=CC(=CC=C21)C2=C(C=CC=C2O)F)C=2C(=NC=CC2C)C(C)C)C=C